Alpha-methylene-beta-amino-propanoic acid C=C(C(=O)O)CN